N(=[N+]=[N-])CCCCCOC1=NC=C(C=N1)C=1N=C2C(=C(C(=NC2=CC1F)C)Cl)N[C@@H](C)C=1C=C(C#N)C=CC1F (S)-3-(1-((6-(2-((5-azidopentyl)oxy)pyrimidin-5-yl)-3-chloro-7-fluoro-2-methyl-1,5-naphthyridin-4-yl)amino)ethyl)-4-fluorobenzonitrile